CN1N=C(C=C1C(=O)N[C@@H](C)C1=NC(=NO1)C1=CC(=NC=C1)C(F)(F)F)C(F)(F)F (S)-1-methyl-3-(trifluoromethyl)-N-(1-(3-(2-(trifluoromethyl)pyridin-4-yl)-1,2,4-oxadiazol-5-yl)ethyl)-1H-pyrazole-5-carboxamide